COC[C@H](C)O (S)-1-methoxypropane-2-ol